FC(C1=CC=CC=C1)(F)F (4-(trifluoromethyl))benzene